Methyl (2S,5R)-5-{(1R,3aR,4S,7aR)-4-[(tert-butyldimethylsilyl)oxy]-7a-methyloctahydro-1H-inden-1-yl}-2-hydroxyhexanoate [Si](C)(C)(C(C)(C)C)O[C@@H]1[C@@H]2CC[C@@H]([C@]2(CCC1)C)[C@@H](CC[C@@H](C(=O)OC)O)C